NCCC1=CC=C(C=C1)C1=C(C=C(C#N)C=C1)OC1=CN=NC(=C1)OC1COCC1 4-[4-(2-aminoethyl)phenyl]-3-[6-(oxolan-3-yloxy)pyridazin-4-yl]oxybenzonitrile